benzyl 9-(trifluoromethyl)-3,4-dihydro-2H-2,6-methanobenzo[b][1,5]oxazocine-5(6H)-carboxylate FC(C=1C=CC2=C(OC3CCN(C2C3)C(=O)OCC3=CC=CC=C3)C1)(F)F